FC1=C(C=C(C=C1)C(NCCN1[C@@H](CCC1)COC)=O)NC(=O)C=1C=C2C(=NC1)NC(=C2)C=2C=NN(C2)C (S)-N-(2-fluoro-5-((2-(2-(methoxymethyl)pyrrolidin-1-yl)ethyl)carbamoyl)phenyl)-2-(1-methyl-1H-pyrazol-4-yl)-1H-pyrrolo[2,3-b]pyridine-5-carboxamide